2-(piperidin-3-yl)-5-(6-(trifluoromethyl)pyridin-3-yl)-1,3,4-thiadiazole hydrochloride Cl.N1CC(CCC1)C=1SC(=NN1)C=1C=NC(=CC1)C(F)(F)F